1,3-dihydroimidazol N1CNC=C1